N-(7-cyclopropyl-1H-indazol-3-yl)-4-fluorobenzamide C1(CC1)C=1C=CC=C2C(=NNC12)NC(C1=CC=C(C=C1)F)=O